(1S,2R,3R,5R)-3-amino-2-fluoro-8-azabicyclo[3.2.1]octane-8-carboxylic acid tert-butyl ester C(C)(C)(C)OC(=O)N1[C@@H]2[C@@H]([C@@H](C[C@H]1CC2)N)F